4-((4-(((adamantan-1-yl)amino)methyl)benzyl)thio)-6-fluoro-1-oxoisoindoline C12(CC3CC(CC(C1)C3)C2)NCC2=CC=C(CSC3=C1CNC(C1=CC(=C3)F)=O)C=C2